CC1(CC(C(C(C1)=O)C(=O)C1=CC(=NN(C1=O)CCC(=O)N(C)C)C)=O)C 3-[5-(4,4-dimethyl-2,6-dioxo-cyclohexanecarbonyl)-3-methyl-6-oxo-pyridazin-1-yl]-N,N-dimethyl-propionamide